9,12-dimethyl-25-(methylamino)-32-oxa-3,9,12,20,22,26,30-heptazahexacyclo[19.6.2.12,5.14,8.115,19.024,28]dotriaconta-1(27),2,4,6,8(31),15(30),16,18,21,23,25,28-dodecaen-10-one CN1C=2C=CC3=C(N=C(C4=CN=C(C5=CN=C(NC6=CC=CC(CCN(CC1=O)C)=N6)C=C45)NC)O3)C2